6-(1-isopropyl-3-methyl-pyrazol-4-yl)-N-[2-methyl-5-[[2-[(2S)-2-methylpyrrolidin-1-yl]acetyl]amino]-3-pyridyl]triazolo[1,5-a]pyridine-3-carboxamide C(C)(C)N1N=C(C(=C1)C=1C=CC=2N(C1)N=NC2C(=O)NC=2C(=NC=C(C2)NC(CN2[C@H](CCC2)C)=O)C)C